C(C)OC(CC1=CC2=C(N=C(N=C2O)O)N1)=O 2-(2,4-dihydroxy-7H-pyrrolo[2,3-d]pyrimidin-6-yl)-acetic acid ethyl ester